N-propyl-N-(2,3-epoxypropyl)perfluoro-N-octylsulfonamide CCCN(CC1CO1)S(=O)(=O)C(C(C(C(C(C(C(C(F)(F)F)(F)F)(F)F)(F)F)(F)F)(F)F)(F)F)(F)F